2-(1-acetylazetidin-3-yl)-4-chloro-7-nitroisoindoline-1,3-dione C(C)(=O)N1CC(C1)N1C(C2=C(C=CC(=C2C1=O)Cl)[N+](=O)[O-])=O